ClC1=CC(=C2C(=NC(N(C2=C1)C1=C(C=CC=C1)C)=O)N[C@@H]1C[C@H](C1)OC)OC 7-Chloro-5-methoxy-4-((trans-3-methoxycyclobutyl)amino)-1-(o-tolyl)quinazolin-2(1H)-one